FC=1C=C(C=C(C1)F)CC=1C=C2C(=NNC2=CC1)NC(C1=C(C=CC=C1)NC1CCN(CC1)C(CCOCCC(=O)N1CCN(CC1)C1=CC=C(C=C1)NC1C(NC(CC1)=O)=O)=O)=O N-[5-[(3,5-difluorophenyl)methyl]-1H-indazol-3-yl]-2-[[1-[3-[3-[4-[4-[(2,6-dioxo-3-piperidyl)amino]phenyl]piperazin-1-yl]-3-oxo-propoxy]propanoyl]-4-piperidyl]amino]benzamide